C1=CC=CC=2C3=CC=CC=C3C(C12)COC(N[C@H](C(NCO[C@H](CC(=O)O)C)=O)C)=O (5S,10S)-1-(9H-fluoren-9-yl)-5,10-dimethyl-3,6-dioxo-2,9-dioxa-4,7-diazadodecane-12-oic acid